FC(C1=CC=C(C=C1)N1C(=CC2=CC=CC=C12)CNC(C=C)=O)(F)F N-((1-(4-(trifluoromethyl)phenyl)-1H-indol-2-yl)methyl)acrylamide